The molecule is a 3-hydroxy steroid that is estrone substituted by a beta-hydroxy group at position 6. It has a role as a human xenobiotic metabolite and a mouse metabolite. It is a 6beta-hydroxy steroid, a 17-oxo steroid, a 3-hydroxy steroid and a member of phenols. It derives from an estrone. It derives from a hydride of an estrane. C[C@]12CC[C@H]3[C@H]([C@@H]1CCC2=O)C[C@H](C4=C3C=CC(=C4)O)O